2-fluoro-6-[(2,4-dichlorobenzyl)amino]-9-(tetrahydrofuran-2-yl)-9H-purine FC1=NC(=C2N=CN(C2=N1)C1OCCC1)NCC1=C(C=C(C=C1)Cl)Cl